CC(C(=O)OC[C@@H]1CC[C@H](CC1)C)C.CC(C(=O)OC[C@@H]1CC[C@H](CC1)C)C bis((trans-4-methylcyclohexyl) methyl) bis(2-methylpropionate)